C(#N)C=1C(=CC(=NC1)NC(=O)N1CCCC2=CC(=C(N=C12)C=O)CN1C(CN(CC1)C)=O)NCC=1SC=CN1 N-(5-cyano-4-((thiazol-2-yl-methyl)amino)pyridin-2-yl)-7-formyl-6-((4-methyl-2-oxopiperazin-1-yl)methyl)-3,4-dihydro-1,8-naphthyridine-1(2H)-carboxamide